1-[4-(2,3-Dimethylphenyl)piperazin-1-yl]-2-{3-[4-fluoro-4-(hydroxymethyl)piperidin-1-carbonyl]-5,6-dihydrocyclopenta[c]pyrazol-1(4H)-yl}ethan-1-on CC1=C(C=CC=C1C)N1CCN(CC1)C(CN1N=C(C2=C1CCC2)C(=O)N2CCC(CC2)(CO)F)=O